octadecanedioic acid monot-butyl ester C(C)(C)(C)OC(CCCCCCCCCCCCCCCCC(=O)O)=O